((1R)-2-(Benzofuran-3-yl)-1-(2-fluoro-3-oxo-3-((3-(trifluoromethoxy)benzyl)amino)propionamido)ethyl)boric acid O1C=C(C2=C1C=CC=C2)C[C@H](NC(C(C(NCC2=CC(=CC=C2)OC(F)(F)F)=O)F)=O)OB(O)O